3-(4-chlorophenylethyl)-5-((4-methyl-5-oxopyrimidino[4,5-c]pyridazin-6(5H)-yl)methyl)-1,3,4-oxadiazol-2(3H)-one ClC1=CC=C(C=C1)CCN1C(OC(=N1)CN1C=NC=2N=NC=C(C2C1=O)C)=O